tert-butyl ((1,6-dihydroxy-1,3-dihydrobenzo[c][1,2]oxaborol-4-yl) methyl)carbamate OB1OCC2=C1C=C(C=C2CNC(OC(C)(C)C)=O)O